N-[2-[4-(hydroxymethyl)cyclohexyl]-6-[[(2S)-5-oxo-1-(2-trimethylsilylethoxymethyl)pyrrolidin-2-yl]methoxy]indazol-5-yl]pyridine-2-carboxamide OCC1CCC(CC1)N1N=C2C=C(C(=CC2=C1)NC(=O)C1=NC=CC=C1)OC[C@H]1N(C(CC1)=O)COCC[Si](C)(C)C